FC=1C=C(C=C(C1)F)C1=NO[C@](C1)(C(=O)N[C@H]1C=CCC1)C (1S,4R)-4-[[(5R)-3-(3,5-difluorophenyl)-5-methyl-4H-isoxazol-5-carbonyl]amino]cyclopent-2-ene